ethyl-6-(N-ethyl-4-formyl-3-hydroxy-anilino)hexanoic acid C(C)C(C(=O)O)CCCCN(C1=CC(=C(C=C1)C=O)O)CC